Cl.N[C@@H]1COCC12CCN(CC2)C=2N(C(C1=C(N2)NC=C1C1=CC2=CN(N=C2C(=C1)F)CC)=O)C 2-[(4S)-4-amino-2-oxa-8-azaspiro[4.5]decan-8-yl]-5-(2-ethyl-7-fluoro-2H-indazol-5-yl)-3-methyl-3H,4H,7H-pyrrolo[2,3-d]pyrimidin-4-one hydrochloride